O=C1N(N=C(C=C1C(=O)NCC(C(F)(F)F)O)C1=CC=C(C=C1)OC(F)(F)F)C=1C=NC=CC1 3-oxo-2-(pyridin-3-yl)-N-[3,3,3-trifluoro-2-hydroxypropyl]-6-[4-(trifluoromethoxy)phenyl]-2,3-dihydropyridazine-4-carboxamide